ClC1=NC=NC2=C1N(C=1C=CC(=CC21)CCN(C)C)CC(F)(F)F 2-(4-chloro-5-(2,2,2-trifluoroethyl)-5H-pyrimido[5,4-b]indol-8-yl)-N,N-dimethylethan-1-amine